propylene-1,2-carbonate CC1=COC(=O)O1